(R)-N-(2-(5-fluoropyridin-3-yl)-8-isopropylpyrazolo[1,5-a][1,3,5]triazin-4-yl)-2,3,4,9-tetrahydro-1H-carbazol-3-amine maleate C(\C=C/C(=O)O)(=O)O.FC=1C=C(C=NC1)C1=NC=2N(C(=N1)N[C@@H]1CCC=3NC4=CC=CC=C4C3C1)N=CC2C(C)C